4-(prop-2-yn-1-ylamino)-1-(pyrazin-2-yl)-7-(trifluoromethyl)quinazolin-2(1H)-one C(C#C)NC1=NC(N(C2=CC(=CC=C12)C(F)(F)F)C1=NC=CN=C1)=O